C(CC)[N+](CC)(CCC)CCC tri-n-propylmonoethylammonium